N1=NC(=CC2=C1C1=C(CCC2)C=CC=C1)N1N=C(N=C1N)NC1=CC(=C(C=C1)C1NCC2C1CN(C2)C)F 1-(6,7-dihydro-5H-benzo[6,7]cyclohepta[1,2-c]pyridazin-3-yl)-N3-(3-fluoro-4-(5-methyloctahydropyrrolo[3,4-c]pyrrolyl)phenyl)-1H-1,2,4-triazole-3,5-diamine